OC1=CC=CC2=C1C(=C(O2)C(=O)N/N=C/C2=CC(=C(C=C2)O)OC)C (E)-4-hydroxy-N'-(4-hydroxy-3-methoxybenzylidene)-3-methylbenzofuran-2-carbohydrazide